C(CC=C)C1=C(C=CC(=C1)F)NC1=C(C(=O)O)C=CN=C1C(F)(F)F ((2-(but-3-en-1-yl)-4-fluorophenyl)amino)-2-(trifluoromethyl)isonicotinic acid